bacillosamine OC1[C@H](N)[C@@H](O)[C@H](N)[C@H](O1)C